nicotinoyl-alanine methyl ester COC([C@@H](NC(C1=CN=CC=C1)=O)C)=O